CNC1=NN(C(C2=CC=3SC=CC3N12)=O)CC(=O)O 2-[12-(methylamino)-9-oxo-5-thia-1,10,11-triazatricyclo[6.4.0.02,6]dodeca-2(6),3,7,11-tetraen-10-yl]acetic acid